FC(S(=O)(=O)OCC(F)(F)C1=C(C(=CC=C1)[C@@H](C)NC=1C2=C(N=C(N1)C)C=NC(=C2)Br)F)(F)F 2-(3-{(1R)-1-[(6-bromo-2-methylpyrido[3,4-d]pyrimidin-4-yl)amino]ethyl}-2-fluorophenyl)-2,2-difluoroethyl trifluoromethanesulfonate